CN1C(C2=C(C(=C1)C1=C(OCC3=CC=C(N=N3)N3C(NC(CC3)=O)=O)C=CC(=C1)S(=O)(=O)C)C=CN2)=O 1-(6-((2-(6-methyl-7-oxo-6,7-dihydro-1H-pyrrolo[2,3-c]pyridin-4-yl)-4-(methylsulfonyl)phenoxy)methyl)pyridazin-3-yl)dihydropyrimidine-2,4(1H,3H)-dione